CC1=NNC(=C1C1=CC=C(NC(C(C2C(CCC2)C)NC(=O)C=2N(N=CC2)C(C)C)=O)C=C1)C N-[2-[4-(3,5-dimethyl-1H-pyrazol-4-yl)anilino]-1-(2-methylcyclopentyl)-2-oxo-ethyl]-2-isopropyl-pyrazole-3-carboxamide